C(C)(C)(C)N(C(=O)OC(CN1N=CN=C1)(C1(CC1)OC1=C(C=C(C=C1F)Br)F)C1=C(C=C(C=C1)F)F)C=1C=NC(=C(C1)N)N 1-(2,4-difluorophenyl)-2-(1H-1,2,4-triazol-1-yl)-1-[1-(4-bromo-2,6-Difluorophenoxy)cyclopropyl]Ethanol tert-Butyl-(5,6-diaminopyridin-3-yl)carbamate